C1CCC12CN(CC2)CC=2NC1=CC(=CC=C1C2)CN2N=NC(=C2)C2=C1C=NNC1=CC(=C2)N(C)C 4-(1-((2-((6-azaspiro[3.4]oct-6-yl)methyl)-1H-indol-6-yl)methyl)-1H-1,2,3-triazol-4-yl)-N,N-dimethyl-1H-indazol-6-amine